C(C)C1=C(C=CC=C1)[C@H]1C[C@@H]2[C@H](N(OC2(C)C)C(C)C)[C@H](C1)C |r| rac-(3ar,5r,7s,7ar)-5-(2-ethylphenyl)-1-isopropyl-3,3,7-trimethyloctahydrobenzo[c]isoxazole